COC=1C=C2C(=NC=NC2=CC1OC)OC1=C(C=C(C=C1)N1C(N(CC1=O)C=1C=NC=C(C1)C(F)(F)F)=O)C(C)C 3-{4-[(6,7-dimethoxy-4-quinazolinyl)oxy]-3-isopropylphenyl}-1-[5-(trifluoromethyl)-3-pyridinyl]-2,4-imidazolidinedione